COS(=O)(=O)[O-].C[NH2+]C N,N-dimethylammonium methylsulfat